OCC(N(C)C)(CO)CO tris(hydroxymethyl)(dimethylamino)methane